N-6-aminohexyl-N'-methyl-2,2'-biimidazole NCCCCCCN1C(N(C=C1)C)=C1N=CC=N1